CC1=NC=C(C=C1N1C(N=C(C2=CC=C(C=C12)C(F)(F)F)NCC#C)=O)C 1-(2,5-dimethylpyridin-3-yl)-4-(prop-2-yn-1-ylamino)-7-(trifluoromethyl)quinazolin-2(1H)-one